C(C)O[Si]1(N(CCC1)CCCCCCCC)OCC 2,2-diethoxy-N-octyl-1-aza-2-silacyclopentane